2-(Chlorosulfonyl)-3-fluoro-5,6,7,8-tetrahydro-1,6-naphthyridine-6-carboxylic acid tert-butyl ester C(C)(C)(C)OC(=O)N1CC=2C=C(C(=NC2CC1)S(=O)(=O)Cl)F